(1-methyl-1H-pyrazol-5-yl)(phenyl)-4-(5-methyl-2-((1-methyl-1H-pyrazol-5-yl)amino)pyrimidin-4-yl)oxazole-2-carboxamide CN1N=CC=C1NC(=O)C=1OC(=C(N1)C1=NC(=NC=C1C)NC1=CC=NN1C)C1=CC=CC=C1